FC(C1=C(C=C2CCCN(C2=C1)C1=NN(C2=C1CN(CC2)C(C)=O)C2CCC(CC2)C2CCNCC2)C=2C=NN(C2)C)F 1-[3-[7-(difluoromethyl)-6-(1-methylpyrazol-4-yl)-3,4-dihydro-2H-quinolin-1-yl]-1-[4-(4-piperidyl)cyclohexyl]-6,7-dihydro-4H-pyrazolo[4,3-c]pyridin-5-yl]ethanone